C(C)(C)(C)OC(=O)NCCCCCNC1=NC(=NC(=N1)Cl)NCCCCCC(=O)OC methyl 6-((4-((5-((tert-butoxycarbonyl)amino)pentyl)amino)-6-chloro-1,3,5-triazin-2-yl)amino)hexanoate